ClC=1C(=C(OCC(=O)O)C=CC1)C=O 3-chloro-2-formylphenoxyacetic acid